(S)-N-(4-(4-amino-7-(3-chlorophenyl)-1-methyl-1H-pyrazolo[4,3-c]pyridin-3-yl)-2-(1-(4-fluorophenyl)ethoxy)phenyl)-1,1-difluoromethanesulfonamide NC1=NC=C(C2=C1C(=NN2C)C2=CC(=C(C=C2)NS(=O)(=O)C(F)F)O[C@@H](C)C2=CC=C(C=C2)F)C2=CC(=CC=C2)Cl